BrC1=CC(=C(C=C1)O)C=NC1=C(C=C(C=C1)Cl)Cl 4-bromo-2-((2,4-di-chlorophenylimino)meth-yl)phenol